(1r,4S)-4-(2-((3S,4S)-3-fluorotetrahydro-2H-pyran-4-ylamino)-8-(2,4,6-trichlorophenylamino)-9H-purin-9-yl)-1-methylcyclohexanecarboxamide F[C@@H]1COCC[C@@H]1NC1=NC=C2N=C(N(C2=N1)C1CCC(CC1)(C(=O)N)C)NC1=C(C=C(C=C1Cl)Cl)Cl